2,6-dimethyl-3-nitropyridine CC1=NC(=CC=C1[N+](=O)[O-])C